COC1=C(C(=CC2=C1C=CCO2)OC)CC=C(C)C 5,7-dimethoxy-6-(3-methyl-2-buten-1-yl)-2H-1-benzopyran